FC(C=1C=C(C=CC1)C(C)N1C=CC2=CC(=CC=C12)C(C(=O)N)=C)(F)F (1-(1-(3-(trifluoromethyl)phenyl)ethyl)-1H-indol-5-yl)acrylamide